P(=O)(OOCCCCCCCCCCCCCCCCOC(C)(C)C)([O-])[O-] tert-butoxyhexadecyloxy phosphate